4-(6-(2,5-difluorophenyl)-6-(7-fluoro-1-oxo-5-((triisopropylsilyl)ethynyl)isoindoline-2-yl)hexa-1,3-diyn-1-yl)-1H-pyrrole FC1=C(C=C(C=C1)F)C(CC#CC#CC=1C=CNC1)N1C(C2=C(C=C(C=C2C1)C#C[Si](C(C)C)(C(C)C)C(C)C)F)=O